methyl (E)-2-(6-chloropyridin-3-yl)-3-hydroxyacrylate ClC1=CC=C(C=N1)/C(/C(=O)OC)=C\O